C(#C)C=1C=CC=C2C=C(C=C(C12)C1=C(C=2N=C(N=C(C2C=N1)O)OCC12CCCN2CCC1)F)OCOC 7-(8-ethynyl-3-(methoxymethoxy)naphthalen-1-yl)-8-fluoro-2-((tetrahydro-1H-pyrrolizin-7a(5H)-yl)methoxy)pyrido[4,3-d]pyrimidin-4-ol